(S)-1-(4-((5-fluoro-4-(3-(3-hydroxypyrrolidine-1-carbonyl)phenyl)pyrimidin-2-yl)amino)piperidin-1-yl)ethan-1-one FC=1C(=NC(=NC1)NC1CCN(CC1)C(C)=O)C1=CC(=CC=C1)C(=O)N1C[C@H](CC1)O